3-((((2S*,4R*)-2-methyl-1-propionyl-1,2,3,4-tetrahydroquinolin-4-yl)amino)methyl)bicyclo[1.1.1]Pentane-1-carboxylic acid C[C@@H]1N(C2=CC=CC=C2[C@@H](C1)NCC12CC(C1)(C2)C(=O)O)C(CC)=O |o1:1,9|